CC1=C(C=NN1C1CCOCC1)N 5-methyl-1-(tetrahydro-2H-pyran-4-yl)-1H-pyrazol-4-amine